FC1=CC2=C(CNCC=C2)C=C1 7-fluoro-2,3-dihydro-1H-benzo[c]azepine